N1(CCC1)C(=O)C=1C=C(C=CC1)NC(=O)C=1[N+](=C(NC1C)C=1C=C(C(=CC1)OC)C1=C(C=CC=C1C)C)[O-] 4-((3-(azetidine-1-carbonyl)phenyl)carbamoyl)-2-(6-methoxy-2',6'-dimethyl-[1,1'-biphenyl]-3-yl)-5-methyl-1H-imidazole 3-oxide